2-methyl-2-(2-(methyl(2-oxo-4-(o-tolyl)-2H-pyrano[2,3-b]pyridin-7-yl)amino)acetamido)propanoic acid CC(C(=O)O)(C)NC(CN(C1=CC=C2C(=N1)OC(C=C2C2=C(C=CC=C2)C)=O)C)=O